OCC[C@@H]1[C@@H](CC2=CCCN12)CO (2R,3R,7aS)-3-(2-hydroxyethyl)-2-(hydroxymethyl)tetrahydro-1H-pyrrolizine